3-[4-[1-[8-[4-[6-[3-(4-amino-1-isopropyl-pyrazolo[3,4-d]pyrimidin-3-yl)-5-cyclopropyl-isoxazol-4-yl]pyridazin-3-yl]-1-piperidyl]-8-oxo-octyl]-4-piperidyl]anilino]piperidine-2,6-dione NC1=C2C(=NC=N1)N(N=C2C2=NOC(=C2C2=CC=C(N=N2)C2CCN(CC2)C(CCCCCCCN2CCC(CC2)C2=CC=C(NC1C(NC(CC1)=O)=O)C=C2)=O)C2CC2)C(C)C